C(C)N1N=C(C=C1C=1N=CC2=C(N1)NC1=C2C=C(N=C1C)C(=O)N)C 2-(1-ethyl-3-methyl-1H-pyrazol-5-yl)-8-methyl-9H-pyrido[4',3':4,5]pyrrolo[2,3-d]pyrimidine-6-carboxamide